ethyl (S)-3-amino-3-(2',5'-dimethylbiphenyl-3-yl)propanoate N[C@@H](CC(=O)OCC)C=1C=C(C=CC1)C1=C(C=CC(=C1)C)C